((2-((4-bromopyridin-2-yl)oxy)ethyl)(methyl)(oxo)-λ6-sulfanylidene)carbamic acid benzyl ester C(C1=CC=CC=C1)OC(N=S(=O)(C)CCOC1=NC=CC(=C1)Br)=O